5,5',5''-(1,3,5-triazine-2,4,6-triyl)tris(pyridin-2-amine) N1=C(N=C(N=C1C=1C=CC(=NC1)N)C=1C=CC(=NC1)N)C=1C=CC(=NC1)N